C(CCCCC)N(S(=O)(=O)CCCCCCN(CCCCNC(OC(C)(C)C)=O)CCCCCCS(N(CCCCCC)CCCCCCCC)(=O)=O)CCCCCCCC tert-butyl (4-(bis(6-(N-hexyl-N-octylsulfamoyl)hexyl)amino)butyl)carbamate